2-(5-fluoro-pyridin-2-yl)-6-(3-pyridin-4-yl-propoxy)-3H-quinazolin-4-one FC=1C=CC(=NC1)C1=NC2=CC=C(C=C2C(N1)=O)OCCCC1=CC=NC=C1